N-(2-Methoxy-5-(4-(trifluoromethyl)phenoxy)phenyl)-2-oxo-2,3-dihydro-oxazole-4-carboxamide COC1=C(C=C(C=C1)OC1=CC=C(C=C1)C(F)(F)F)NC(=O)C=1NC(OC1)=O